C(#N)C=1C=C(C=CC1)C(C=1C=CC(=C(C1)NC(=O)C1=CC(=NN1C1=CC=C2C=CN=C(C2=C1)NC(OCCCC)=O)C(F)(F)F)F)NCC1CC1 butyl (7-(5-((5-((3-cyanophenyl)((cyclopropylmethyl)amino)methyl)-2-fluorophenyl)carbamoyl)-3-(trifluoromethyl)-1H-pyrazol-1-yl)isoquinolin-1-yl)carbamate